COC1=CC=C(C=C1)N1CSCC1=O 3-(4-methoxyphenyl)-4-oxo-thiazolidine